ClC1=CC(=C(OCC(=O)O)C=C1)CNC([C@@H](NC([C@H](NC(OC(C)(C)C)=O)CCC1=CC=CC=C1)=O)C)=O 2-(4-chloro-2-((4s,7r)-4,11,11-trimethyl-3,6,9-trioxo-7-phenethyl-10-oxa-2,5,8-triazadodecyl)phenoxy)acetic acid